6-((6-((7-((2-aminophenyl)amino)-7-oxoheptyl)oxy)-7-methoxyquinazolin-4-yl)oxy)-N,2-dimethylbenzofuran-3-carboxamide NC1=C(C=CC=C1)NC(CCCCCCOC=1C=C2C(=NC=NC2=CC1OC)OC1=CC2=C(C(=C(O2)C)C(=O)NC)C=C1)=O